α-Methylphenyl-alanine CC(NC1=CC=CC=C1)(C)C(=O)O